N-(3-methylpentyl)octane-1,8-diamine CC(CCNCCCCCCCCN)CC